N-isopropyl-2,6-diethyl-4-pyridone C(C)(C)N1C(=CC(C=C1CC)=O)CC